3-(tert-Butyl)aminobutan C(C)(C)(C)NC(CC)C